NC1CN(CC1)C=1C=C(C=2N(N1)C(=CN2)C=2C=NN(C2)C(F)F)NCC2=NC1=C(N2)C=C(C(=C1)Cl)Cl 6-(3-aminopyrrolidin-1-yl)-N-((5,6-dichloro-1H-benzo[d]imidazol-2-yl)methyl)-3-(1-(difluoromethyl)-1H-pyrazol-4-yl)imidazo[1,2-b]pyridazin-8-amine